C(CCCCCCCCCCCCCCCCCCCCCCCCCCC)C1(CC=C(C(=O)N)C=C1)C(=O)N 4-octacosyl-terephthalamide